(4-phenyl-1-piperazinyl)-propylene glycol C1(=CC=CC=C1)N1CCN(CC1)C(C(C)O)O